4-Propylsulfanyl-1-beta-D-ribofuranosyl-1H-pyrazolo[3,4-D]pyrimidine C(CC)SC1=C2C(=NC=N1)N(N=C2)[C@H]2[C@H](O)[C@H](O)[C@H](O2)CO